C(CC)O[Si](C)(C)C propoxytrimethyl-silane